7-{2-[(4-bromopyridin-2-yl)carbamoyl]ethyl}-4,7-diazaspiro[2.5]octane-4-carboxylic acid tert-butyl ester C(C)(C)(C)OC(=O)N1C2(CC2)CN(CC1)CCC(NC1=NC=CC(=C1)Br)=O